N1(N=CN=C1)C=1N=C2N(N1)CCC2 2-(1,2,4-triazol-1-yl)-6,7-dihydro-5H-pyrrolo[1,2-b][1,2,4]triazole